FC=1C(=C(C=C(C1)CN1CCCC1)B(O)O)OC (3-fluoro-2-methoxy-5-(pyrrolidin-1-ylmethyl)phenyl)boronic acid